[NH2+]1CCCC1.[NH+]1=CC=CC=C1 Pyridinium Pyrrolidinium